C(C(=O)O)(=O)O.N1=C(C=CC=C1)C=1C(=NC=CC1)C(N)=S (pyridin-2-yl)pyridin-2-thioamide oxalate salt